C(C)(C)(C)OC(NCC1=CC=CC(=C1)F)=O 5-fluorobenzyl-carbamic acid tert-butyl ester